N1=C(C=CC=C1)C(O)C1(CC1)C(F)(F)F 2-Pyridyl-[1-(trifluoromethyl)cyclopropyl]methanol